succinaldehyde sodium bisulfite S([O-])(O)=O.[Na+].C(CCC=O)=O